(R)-4-(6-((2-hydroxypropyl)carbamoyl)pyridin-3-yl)piperazine-1-carboxylic acid tert-butyl ester C(C)(C)(C)OC(=O)N1CCN(CC1)C=1C=NC(=CC1)C(NC[C@@H](C)O)=O